(S)-N-(8-fluoro-2-methylimidazo[1,2-a]pyridin-6-yl)-2-(2-methoxypropyl)-4-(piperazin-1-yl)-2H-indazole-7-carboxamide FC=1C=2N(C=C(C1)NC(=O)C1=CC=C(C3=CN(N=C13)C[C@H](C)OC)N1CCNCC1)C=C(N2)C